NC1=NC=C(C2=C1C(=CS2)Br)C(=O)O 4-amino-3-bromothieno[3,2-c]pyridine-7-carboxylic acid